O1CC=CCC1 5,6-dihydropyran